OCC[N+](C)(C)C.F[C@@H]1[C@@H](C1)C(=O)NC1=NN2C(C=C(C=C2)C2=C3C=NNC3=CC(=C2OC)F)=C1 (1S,2S)-2-fluoro-N-(5-(6-fluoro-5-methoxy-1H-indazol-4-yl)pyrazolo[1,5-a]pyridin-2-yl)cyclopropane-1-carboxamide Choline